FC(S(=O)(=O)OC[C@@H](COC=1C=C2C(=NC=NN2C1)C1=CC(=C(C=C1)CNC(=O)OC(C)(C)C)C)F)(F)F (R)-3-((4-(4-(((tert-butoxycarbonyl)amino)methyl)-3-methylphenyl)pyrrolo[2,1-f][1,2,4]triazin-6-yl)oxy)-2-fluoropropyl trifluoromethanesulfonate